4-(3-((2-phenyl-1H-benzimidazole-1-yl)methyl)phenyl)piperazine-1-carboxylic acid tert-butyl ester C(C)(C)(C)OC(=O)N1CCN(CC1)C1=CC(=CC=C1)CN1C(=NC2=C1C=CC=C2)C2=CC=CC=C2